S(=O)(=O)(O)OS(=O)(=O)O disulfuric acid